C(C)(C)(C)C1C=2C=C(C(NC2C2=C(C1)N1C(=N2)C(=CC(=C1)OC)C(F)(F)F)=O)C(=O)O 5-(tert-Butyl)-9-methoxy-2-oxo-11-(trifluoromethyl)-1,2,5,6-tetrahydropyrido[2',1':2,3]imidazo[4,5-h]quinoline-3-carboxylic acid